3-cyclopropyl-8-methoxy-3,4-dihydroacridine-1,9(2H,10H)-dione C1(CC1)C1CC(C=2C(C3=C(C=CC=C3NC2C1)OC)=O)=O